Decafluorononanol FC(C(C(C(C(O)(F)F)(F)F)(F)F)(F)F)(CCCC)F